(E)-3-(3,4-dihydroxy-5-nitrophenyl)-2-(piperidine-1-carbonyl)acrylonitrile OC=1C=C(C=C(C1O)[N+](=O)[O-])/C=C(\C#N)/C(=O)N1CCCCC1